3-(chloromethyl)-2-(trifluoromethoxy)pyridine ClCC=1C(=NC=CC1)OC(F)(F)F